N-[1-(3-chloro-2-fluorophenyl)ethyl]bicyclo[1.1.1]pentan-1-amine ClC=1C(=C(C=CC1)C(C)NC12CC(C1)C2)F